NN1C(=NN=C1C1=CC(=C(C(=C1)OC)OC)OC)SCC(=O)C1=CC=C(C=C1)C 2-(4-amino-5-(3,4,5-trimethoxyphenyl)-4H-1,2,4-triazole-3-ylthio)-1-(p-tolyl)ethanone